2-Methyl-5-(4-methyl-piperazin-1-yl)-N-[(1R)-1-[3-(4-vinylphenyl)phenyl]ethyl]benzamide CC1=C(C(=O)N[C@H](C)C2=CC(=CC=C2)C2=CC=C(C=C2)C=C)C=C(C=C1)N1CCN(CC1)C